C1(CC1)C=1C=CC2=C(O[C@H](CN2C2=CC=C(C=C2)C(F)(F)F)CNC(C)=O)N1 (S)-N-((6-cyclopropyl-1-(4-(trifluoromethyl)phenyl)-2,3-dihydro-1H-pyrido[2,3-b][1,4]oxazin-3-yl)methyl)acetamide